N/C(/C(=O)[O-])=C(\C=C\C(=O)[O-])/C(=O)O 2-amino-3-carboxymuconate